Cl.FC1=C(OC2CNC2)C=CC=C1F 3-(2,3-difluorophenoxy)azetidine hydrochloride